S1C(=NC2=C1C=CC=C2)NC2=C(C1=C(N=N2)N(CCC1)C=1SC(=C(N1)C(=O)O)CCCOC1=C(C=C(C=C1)C#CC(C)(C)NCC)F)C [3-(1,3-benzothiazol-2-ylamino)-4-methyl-6,7-dihydro-5H-pyrido[2,3-c]pyridazin-8-yl]-5-[3-[4-[3-(ethylamino)-3-methyl-but-1-ynyl]-2-fluoro-phenoxy]propyl]thiazole-4-carboxylic acid